N(N)C1=NC=C(C(=O)O)C(=C1)C 6-Hydrazino-4-methylnicotinic acid